((4-phenyl-5-((pyridin-2-ylmethyl)thio)-4H-1,2,4-triazol-3-yl)methyl)-9H-carbazole C1(=CC=CC=C1)N1C(=NN=C1SCC1=NC=CC=C1)CC1=CC=CC=2C3=CC=CC=C3NC12